2-(furan-2-yl)-5-(methylsulfonyl)-3a,7a-dihydrothiazolo[5,4-d]pyrimidin-7-amine O1C(=CC=C1)C=1SC2N=C(N=C(C2N1)N)S(=O)(=O)C